O1C(OCC1)CC1=CC=CC=2N(C(N(C21)C)=O)C2C(NC(CC2)=O)=O 3-[4-(1,3-Dioxolan-2-ylmethyl)-3-methyl-2-oxo-benzimidazol-1-yl]piperidine-2,6-dione